ethyl 2-formyl-4-methyl-1-((2-(trimethylsilyl) ethoxy) methyl)-1H-pyrrole-3-carboxylate C(=O)C=1N(C=C(C1C(=O)OCC)C)COCC[Si](C)(C)C